4-Chloro-3-(2-(pyrrolidin-1-yl)ethoxy)benzyl (1-hydroxy-7-methyl-1,3-dihydrobenzo[c][1,2]oxaborole-6-carbonyl)-L-valinate OB1OCC2=C1C(=C(C=C2)C(=O)N[C@@H](C(C)C)C(=O)OCC2=CC(=C(C=C2)Cl)OCCN2CCCC2)C